C(C)C(CC1C(=O)OC(C1)=O)(CC(CC(CCC)C)C)CCC 2-ethyl-4,6-dimethyl-2-propylnonyl-succinic anhydride